3-(benzenesulfonyloxy)aniline C1(=CC=CC=C1)S(=O)(=O)OC=1C=C(N)C=CC1